4,7-dibromo-2H-[1,2,3]triazolo[4,5-c]pyridine BrC1=NC=C(C=2C1=NNN2)Br